CCC(CCC)NCCN N-(hexane-3-yl)ethane-1,2-diamine